methyl 4-[1-[3-[4-[2-(2-amino-3-pyridyl)-5-phenyl-imidazo[4,5-b]pyridin-3-yl]phenyl]pyrrolidin-1-yl]ethyl]benzoate NC1=NC=CC=C1C1=NC=2C(=NC(=CC2)C2=CC=CC=C2)N1C1=CC=C(C=C1)C1CN(CC1)C(C)C1=CC=C(C(=O)OC)C=C1